1-(2,5-difluoro-4-(piperidin-4-yl)benzyl)dihydropyrimidine-2,4(1H,3H)-dione hydrochloride Cl.FC1=C(CN2C(NC(CC2)=O)=O)C=C(C(=C1)C1CCNCC1)F